ethyl 2-oxo-6-(trifluoromethyl)-1,2-dihydropyridine-3-carboxylate O=C1NC(=CC=C1C(=O)OCC)C(F)(F)F